4-(dimethylamino)-1-((3-fluorophenyl)(phenyl)carbamoyl)-pyridinium chloride [Cl-].CN(C1=CC=[N+](C=C1)C(N(C1=CC=CC=C1)C1=CC(=CC=C1)F)=O)C